5-[7-[[5-[(3R)-3-(dimethylamino)pyrrolidine-1-carbonyl]pyridin-2-yl]amino]-3-methylimidazo[4,5-b]pyridin-5-yl]oxy-4-methylpyridine-2-carbonitrile CN([C@H]1CN(CC1)C(=O)C=1C=CC(=NC1)NC1=C2C(=NC(=C1)OC=1C(=CC(=NC1)C#N)C)N(C=N2)C)C